C(C)(C)(C)OC(=O)N1CCC(CC1)C=O t-butoxycarbonyl-piperidine-4-carbaldehyde